2-amino-1-(1,4-dimethyl-1H-pyrazol-3-yl)ethan-1-one NCC(=O)C1=NN(C=C1C)C